N-cyclopropyl-4-methyl-3-(1-propyl-1,2,3,5-tetrahydropyrido[2,3-e][1,4]oxazepin-7-yl)benzamide C1(CC1)NC(C1=CC(=C(C=C1)C)C1=CC2=C(N(CCOC2)CCC)N=C1)=O